O1C(OCC1)C=1C=CC(=NC1)C1=C2CCN(C2=CC=C1)C=1C=C(C=2N(N1)C(=CN2)C(=O)N[C@H]2C(C2)(F)F)N(C)CC2=CC=C(C=C2)OC (R)-6-(4-(5-(1,3-dioxolan-2-yl)pyridin-2-yl)indolin-1-yl)-N-(2,2-difluorocyclopropyl)-8-((4-methoxybenzyl)(methyl)amino)imidazo[1,2-b]pyridazine-3-carboxamide